NC1CCC(CC1)OC1=C(C(=CC(=C1)F)OC)C1=CC(=NN1)NC=1N=CC(=NC1)C#N 5-((5-(2-(((1r,4r)-4-aminocyclohexyl)oxy)-4-fluoro-6-methoxyphenyl)-1H-pyrazol-3-yl)amino)pyrazine-2-carbonitrile